FC(C1=CC=C(C=C1)C1=NN(C2=NC=CC=C21)C2CN(C2)C(C=C)=O)(F)F 1-(3-(3-(4-(trifluoromethyl)phenyl)-1H-pyrazolo[3,4-b]pyridin-1-yl)azetidin-1-yl)prop-2-en-1-one